methyl (2S,4S)-1-(6-fluoro-3-(((1r,4S)-4-hydroxycyclohexyl)methyl)-2-methyl-1H-indole-1-carbonyl)-4-(4-fluorophenyl)-2-methylpiperidine-4-carboxylate FC1=CC=C2C(=C(N(C2=C1)C(=O)N1[C@H](C[C@](CC1)(C(=O)OC)C1=CC=C(C=C1)F)C)C)CC1CCC(CC1)O